NC1=C(C(=O)N2CCC=3N(N=C4CCN(C[C@H]2C34)C(C=C)=O)C3=C(C=C(C=C3)C3CC3)O)C=C(C(=N1)C(F)(F)F)F |o1:16| (R or S)-1-(5-(2-amino-5-fluoro-6-(trifluoromethyl)nicotinoyl)-2-(4-cyclopropyl-2-hydroxyphenyl)-2,3,4,5,5a,6,8,9-octahydro-7H-1,2,5,7-tetraazabenzo[cd]azulen-7-yl)prop-2-en-1-one